O=C1NC(CCC1N1C(C2=CC=C(C=C2C1=O)NCCCCN1N=CC(=C1)C1=NC2=CC=CC=C2N=C1)=O)=O 2-(2,6-Dioxopiperidin-3-yl)-5-((4-(4-(quinoxalin-2-yl)-1H-pyrazol-1-yl)butyl)amino)isoindoline-1,3-dione